C1(CC1)C=1C=CC=2N(C1F)C=C(N2)CN (6-cyclopropyl-5-fluoroimidazo[1,2-a]pyridin-2-yl)methanamine